COC=1C(=NC=CC1)C1=CC=C(C=C1)CO [4-(3-methoxypyridin-2-yl)phenyl]methanol